ClC1=C(C=CC(=C1)F)C1=CC(OC2=CC(=CC=C12)CC(C(=O)N1C[C@H](CCC1)C(=O)OCC)C)=O Ethyl (3S)-1-(3-(4-(2-chloro-4-fluorophenyl)-2-oxo-2H-chromen-7-yl)-2-methylpropanoyl)piperidine-3-carboxylate